N1=CN=C2N=CNC2=C1N Purin-6-Ylamine